4-methylbenzoic acid, isonitrile CC1=CC=C(C(=O)[N+]#[C-])C=C1